6-methyl-1-[1-[4-[5-(trifluoromethyl)-1,2,4-oxadiazol-3-yl]phenyl]ethyl]pyridin-2-one CC1=CC=CC(N1C(C)C1=CC=C(C=C1)C1=NOC(=N1)C(F)(F)F)=O